4-(2-aminoethyl)tetrahydropyrane NCCC1CCOCC1